C(C)OC(=O)C=1C=NC(=C(C1)\C=C(/F)\C=1C=C(C=NC1)C1=NC=CC=C1)C 5-[(Z)-2-([2,3'-bipyridyl]-5'-yl)-2-fluorovinyl]-6-methylpyridine-3-carboxylic acid ethyl ester